C1CCC2=C(C=3CCCC3C=C12)NC(=O)NS(=O)(=O)/C=C/C1CCN(CC1)C(=O)OC(C)(C)C tert-butyl (E)-4-(2-(N-((1,2,3,5,6,7-hexahydro-s-indacen-4-yl)carbamoyl)sulfamoyl)vinyl)-piperidine-1-carboxylate